C(C)(C)(C)OC(=O)N1CC(C1)(C)[C@](C1=CC=C(C=C1)C(C)C)(C1=CN=NC(=C1)OC1=C(C=CC=C1)CCO)O 3-[(R)-hydroxy-{6-[2-(2-hydroxy-ethyl)-phenoxy]-pyridazin-4-yl}-(4-isopropyl-phenyl)-methyl]-3-methyl-azetidine-1-carboxylic acid tert-butyl ester